methyl 5-isopropoxy-2-(5-(3-methylpyridin-2-ylamino)-1,2,4-thiadiazol-3-yl)isonicotinate C(C)(C)OC1=CN=C(C=C1C(=O)OC)C1=NSC(=N1)NC1=NC=CC=C1C